CNC(=N)NC 1,3-dimethylguanidine